O1CC=NC(C=C1)=O [1,4]oxazepin-5(2H)-one